((4aR,6R,7R,8R,8aR)-7-methoxy-2,2-dimethyl-8-(4-(3,4,5-trifluorophenyl)-1H-1,2,3-triazol-1-yl)hexahydropyrano[3,2-d][1,3]dioxin-6-yl)methyl methanesulfonate CS(=O)(=O)OC[C@@H]1[C@@H]([C@H]([C@H]2OC(OC[C@H]2O1)(C)C)N1N=NC(=C1)C1=CC(=C(C(=C1)F)F)F)OC